N-(5-amino-6-methylpyridin-3-yl)-3-(2,2-dimethylpyrrolidin-1-yl)propionamide NC=1C=C(C=NC1C)NC(CCN1C(CCC1)(C)C)=O